C(C(=C)C)(=O)OC(C)OP(=O)(OC(C)OC(C(=C)C)=O)[O-] bis(1-(methacryloyloxy)ethyl)phosphate